Methyl 4-amino-3-(2-methoxy ethoxy)-5-[[[(2S)-oxetan-2-yl]methyl]amino]benzoate NC1=C(C=C(C(=O)OC)C=C1NC[C@H]1OCC1)OCCOC